CNC(C)(CCCC(C)C)C N,2,6-trimethylheptan-2-amine